C(#N)C1=CC(=C(OC2=C(C(=O)NC3=CC(=CC=C3)[S@@](=O)(=N)C)C(=C(C=N2)C(F)(F)F)C)C=C1)OC (R)-2-(4-cyano-2-methoxyphenoxy)-4-methyl-N-(3-(S-methylsulfonimidoyl)phenyl)-5-(trifluoromethyl)nicotinamide